FC1=CC=C(C=C1)C1=C(N(C=C1I)C)C(=O)OC methyl 3-(4-fluorophenyl)-4-iodo-1-methyl-1H-pyrrole-2-carboxylate